3-(4-(pyrrolidin-1-yl)phenyl)pyrrolidine N1(CCCC1)C1=CC=C(C=C1)C1CNCC1